O=S1(C2=C(C=C(C=C2)NC=C2C(OC(OC2=O)(C)C)=O)C2(COC2)C1)=O 5-(((1,1-dioxido-2H-spiro[benzo[b]thiophene-3,3'-oxetan]-5-yl)amino)methylene)-2,2-dimethyl-1,3-dioxane-4,6-dione